FC1=C(C(=CC=C1)F)C=1C(=NN2C1N=NC(=C2C(C)C)C(=O)O)C 8-(2,6-difluorophenyl)-4-isopropyl-7-methyl-pyrazolo[5,1-c][1,2,4]triazine-3-carboxylic acid